C(C)C=1C=CC(=NC1)CCOC=1C=C(C=C2CCN(C(C12)=O)CC1=CC(=CC(=C1)NC(C(Cl)(Cl)Cl)=O)C(F)(F)F)OC 8-[2-(5-Ethylpyridin-2-yl)ethoxy]-6-methoxy-2-[3-trifluoromethyl-5-(2,2,2-trichloroacetamido)-benzyl]-3,4-dihydroisoquinolin-1(2H)-one